2,2'-((3,6-diaminopyrazine-2,5-dicarbonyl)bis(azanediyl))bis(2-methylpropanoic Acid) NC=1C(=NC(=C(N1)C(=O)NC(C(=O)O)(C)C)N)C(=O)NC(C(=O)O)(C)C